COC1(CC(CC1)CC=O)OC 2-(3,3-dimethoxycyclopentyl)acetaldehyde